(2R,4R)-N2-(5-((+)-1-amino-1-(3-cyanophenyl)-3-cyclopropyl)-2-fluorophenyl)-4-hydroxy-N1-phenylpyrrolidine-1,2-dicarboxamide NC1(CC1C=1C=CC(=C(C1)NC(=O)[C@@H]1N(C[C@@H](C1)O)C(=O)NC1=CC=CC=C1)F)C1=CC(=CC=C1)C#N